BrC(C=1C=C(C(C(=O)OC)=CC1F)C(=O)OC)C1(CCN(CC1)C(=O)OC(C)(C)C)O Dimethyl 4-(bromo(1-(tert-butyloxycarbonyl)-4-hydroxypiperidin-4-yl)methyl)-5-fluorophthalate